cyanoethoxydiisopropylaminophosphinyl-(S)-2-(aminomethyl)-1,3-propanediol C(#N)CCO[C@](C(CO)CN)(O)P(=O)N(C(C)C)C(C)C